methyl 2-[(6-chlorosulfonyl-3-morpholinosulfonyl-4-quinolyl)amino]benzoate ClS(=O)(=O)C=1C=C2C(=C(C=NC2=CC1)S(=O)(=O)N1CCOCC1)NC1=C(C(=O)OC)C=CC=C1